C(#N)C1=CC(=C(C=C1)COC1=CC=CC(=N1)C=1CCN(CC1)CC=1N(C2=C(N1)C=CC(=C2)C(=O)OC(C)(C)C)C[C@H]2OCC2)F tert-butyl 2-[[4-[6-[(4-cyano-2-fluoro-phenyl)methoxy]-2-pyridyl]-3,6-dihydro-2H-pyridin-1-yl]methyl]-3-[[(2S)-oxetan-2-yl]methyl]benzimidazole-5-carboxylate